SCCC(=O)[O-] 3-mercapto-propionat